ClC1=NC=C(C(=O)NC=2C=C(C=CC2N2CCN(CC2)C)N2N=NC(=C2)C(=O)O)C(=C1)C(F)(F)F 1-(3-(6-Chloro-4-(trifluoromethyl)nicotinamido)-4-(4-methylpiperazin-1-yl)phenyl)-1H-1,2,3-triazole-4-carboxylic acid